C(C)(C)C1=C(C(=O)NC=2C(=NC(=CC2)OC)C(=O)N)C=CC=C1 3-(2-isopropylbenzamido)-6-methoxypicolinamide